(R)-5-methyl-2-(4-((piperidin-3-yl)amino)pyrido[3,4-d]pyridazin-1-yl)phenol CC=1C=CC(=C(C1)O)C1=C2C(=C(N=N1)N[C@H]1CNCCC1)C=NC=C2